COC=1C=C(C=CC1OC)C1=NOC(=N1)C1CCN(CC1)C(CNC(C1=CC=C(C=C1)C)=O)=O N-(2-(4-(3-(3,4-dimethoxyphenyl)-1,2,4-oxadiazol-5-yl)piperidin-1-yl)-2-oxoethyl)-4-methylbenzamide